CC1(C2=CC=CC=C2C=2C(=CC=CC12)N(C1=CC2=C(C=C1)C1=CC=CC=C1C21C2=CC=CC=C2N2C1=NC1=C2C=CC=C1)C1=CC=C(C=C1)C1=CC=CC=C1)C N-(9,9-dimethylfluoren-4-yl)-N-(4-phenylphenyl)spiro[fluorene-9,11'-indolo[1,2-a]benzimidazole]-2-amine